BrC1=CC=C2C=CN(C2=C1OC)C([2H])([2H])[2H] 6-Bromo-7-methoxy-1-(methyl-d3)-1H-indole